1-[(Prop-2-en-1-yl)oxy]cyclopropane-1-carboxylic acid C(C=C)OC1(CC1)C(=O)O